5-[[3-(2,2-difluoroethoxy)-5-methyl-2-pyridyl]oxy]-3-methyl-N-(4-methyl-1,1-dioxo-thian-4-yl)imidazo[4,5-b]pyridine-2-carboxamide FC(COC=1C(=NC=C(C1)C)OC1=CC=C2C(=N1)N(C(=N2)C(=O)NC2(CCS(CC2)(=O)=O)C)C)F